BrC1=CC=C(OC2=CC=C(C=C2)C(C)(C)C2=CC=C(OC3CC(C3)NC(OC(C)(C)C)=O)C=C2)C=C1 Tert-butyl ((1r,3r)-3-(4-(2-(4-(4-bromophenoxy)phenyl)propan-2-yl)phenoxy)cyclobutyl)carbamate